C1C2C3=C(SC21)C=CC=C3 1a,6b-dihydro-cyclopropa[1,2-d]benzo[b]thiophene